4-methylsulfanyl-2-[[4-[4-(4-pyridyl)-1H-pyrazol-3-yl]phenoxy]methyl]quinoline CSC1=CC(=NC2=CC=CC=C12)COC1=CC=C(C=C1)C1=NNC=C1C1=CC=NC=C1